CN(C)C1CSSSC1 The molecule is an organosulfur heterocyclic compound that is 1,2,3-trithiane in which one of the hydrogens at position 5 has been replaced by a dimethylamino group. A nicotinic acetylcholine receptor agonist, it was used (particularly as its hydrogen oxalate salt, known as thyocyclam oxalate) as a broad-spectrum insecticide, but it is also toxic to bees, fish and other aquatic organisms. It is not approved for use within the European Union. It has a role as an agrochemical and a nicotinic acetylcholine receptor agonist. It is a nereistoxin analogue insecticide and an organosulfur heterocyclic compound. It is a conjugate base of a thiocyclam(1+). It derives from a hydride of a 1,2,3-trithiane.